2,3,4-tribromo-6-ethoxyphenol BrC1=C(C(=CC(=C1Br)Br)OCC)O